FC(C(=O)C1=CC=C(C=C1)F)(F)F 2,2,2-Trifluoro-1-(4-fluorophenyl)ethan-1-on